1-[((5S,7S)-3-{[1-(3-chloro-5-cyanophenyl)-1H-1,2,3-triazol-4-yl]methyl}-2-oxo-1-oxa-3-azaspiro[4.5]dec-7-yl)methyl]-1H-benzimidazole-6-carbonitrile ClC=1C=C(C=C(C1)C#N)N1N=NC(=C1)CN1C(O[C@]2(C1)C[C@H](CCC2)CN2C=NC1=C2C=C(C=C1)C#N)=O